tert-butyl (2R,3S,4S)-4-[(tert-butoxycarbonyl)oxy]-2-[(4-methoxyphenyl)methyl]-3-[(N'-propanoylhydrazinecarbonyl)oxy]pyrrolidine-1-carboxylate C(C)(C)(C)OC(=O)O[C@@H]1[C@H]([C@H](N(C1)C(=O)OC(C)(C)C)CC1=CC=C(C=C1)OC)OC(=O)NNC(CC)=O